ClC1=CN=C2C(=N1)SC(=C2)\C=C/2\CCN(C1(CC1)C2)C(=O)OC(C)(C)C tert-butyl (Z)-7-((3-chlorothieno[2,3-b]pyrazin-6-yl)methylene)-4-azaspiro[2.5]octane-4-carboxylate